ClC1=C(C=C(C=C1)NC(COC1=C(C=C(C=C1)C(C(=O)NC1CCCCC1)=O)OC)=O)F 2-(4-(2-((4-chloro-3-fluorophenyl)amino)-2-oxoethoxy)-3-methoxyphenyl)-N-cyclohexyl-2-oxoacetamide